Cl.CC=1N(C=CN1)CC=1C=C2C([C@H](COC2=C(C1)C=1C(=NN(C1)C)C(F)(F)F)CC1=NC(=CC(=C1)C)N1CC(C1)NC)=O (S)-6-((2-methyl-1H-imidazol-1-yl)methyl)-8-(1-methyl-3-(trifluoromethyl)-1H-pyrazol-4-yl)-3-((4-methyl-6-(3-(methylamino)azetidin-1-yl)pyridin-2-yl)methyl)chroman-4-one hydrochloride